S(=O)(=O)(O)C1=C(C=C(C(=O)OC)C=C1)C(=O)OC.[K] potassium dimethyl 4-sulfoisophthalate